(R)-N-(2,6-dimethyl-4-(7-methyl-7-phenyl-1,4-oxazepan-4-yl)phenyl)-3,3-dimethylbutanamide CC1=C(C(=CC(=C1)N1CCO[C@](CC1)(C1=CC=CC=C1)C)C)NC(CC(C)(C)C)=O